8-chloro-2-(3-iodophenyl)-4-methylpyrido[3,4-d]pyrimidine ClC1=NC=CC2=C1N=C(N=C2C)C2=CC(=CC=C2)I